BrC=1C=CC2=C(C3=C(C(OC(=N3)C=3N(N=C(C3)CN3N=C(N=N3)C3=CC=C(C=C3)C(F)(F)F)C3=NC=CC=C3Cl)=O)C=C2C1)Cl 7-bromo-10-chloro-2-[2-(3-chloro-2-pyridyl)-5-[[5-[4-(trifluoromethyl)phenyl]tetrazol-2-yl]methyl]pyrazol-3-yl]benzo[g][3,1]benzoxazin-4-one